C12C(C3CC(CC(C1)C3)C2)N2CCN(CC2)C(=O)C2=NN(C(=C2C)C2=CC=C(C=C2)Cl)C2=C(C=C(C=C2)Cl)Cl (4-((1r,3r,5r,7r)-adamantan-2-yl)piperazin-1-yl)-(5-(4-chlorophenyl)-1-(2,4-dichlorophenyl)-4-methyl-1H-pyrazol-3-yl)methanone